COC1=NC2=CC=CC=C2C=C1CC1=CC=C(CS(=O)(C)=NC(OC(C)(C)C)=O)C=C1 tert-butyl ((4-((2-methoxyquinolin-3-yl)methyl)benzyl)(methyl)(oxo)-λ6-sulfanylidene)carbamate